COC=1C=C(CN)C=C(C1)OC 3,5-dimethoxy-benzylamine